N1N=CC2=CC(=CC=C12)N(C(=O)C1=C(N(C(=C1)C1=C(C=CC(=C1)[N+](=O)[O-])C(=O)N1CC2=CC=CC=C2C[C@H]1CN1CCOCC1)C)C)CC1=C(C(=CC=C1)OC)C N-(1H-indazol-5-yl)-N-[(3-methoxy-2-methyl-phenyl)methyl]-1,2-dimethyl-5-[2-[(3S)-3-(morpholinomethyl)-3,4-dihydro-1H-isoquinoline-2-carbonyl]-5-nitro-phenyl]pyrrole-3-carboxamide